(S)-(2-bromo-4-methyl-1-(oxetan-2-ylmethyl)-1H-imidazol-5-yl)methanol Sodium [Na].BrC=1N(C(=C(N1)C)CO)C[C@H]1OCC1